C(C=C)(=O)OC=1C2=CC=CC=C2C=C2C=CC=CC12 acrylic acid, 9-anthracenyl ester